tert-butyl ((1S,2S)-2-(hydroxymethyl)cyclohexyl)carbamate OC[C@@H]1[C@H](CCCC1)NC(OC(C)(C)C)=O